NC=1C=C(OC(CCCNC2=C(C=CC(=C2)C2=NC(=NC=C2F)Cl)F)C)C=C(C1)CS(=O)(=O)C (4-{3-amino-5-[(methylsulfonyl)methyl]phenoxy}pentyl)-5-(2-chloro-5-fluoropyrimidin-4-yl)-2-fluoroaniline